Cl.Cl.COC(NC1=NC=C(C(=C1)C(F)(F)F)C1=NN2C(C(=N1)N1CCOCC1)=CC(=C2)CN2CCNCC2)=O (5-(4-morpholino-6-(piperazin-1-ylmethyl)pyrrolo[2,1-f][1,2,4]triazin-2-yl)-4-(trifluoromethyl)pyridin-2-yl)carbamic acid methyl ester dihydrochloride